C(CCC)O[Ta](OCCCC)(OCCCC)OCCCC tetrabutoxytantalum(IV)